3-(3-((1-(cyclopropylmethyl)piperidin-4-yl)oxy)phenyl)-5-(1H-tetrazol-5-yl)benzo[c]isoxazole C1(CC1)CN1CCC(CC1)OC=1C=C(C=CC1)C1=C2C(=NO1)C=CC(=C2)C2=NN=NN2